[Si](C)(C)(C(C)(C)C)OC1=CC=C2C3=C(C(OC2=C1)O)C=C(C=C3)O[Si](C)(C)C(C)(C)C 3,8-Bis((t-butyldimethylsilyl)oxy)-6H-benzo[c]chromen-6-ol